5-((6-chloro-5-(4'-((3-(trifluoromethoxy)azetidin-1-yl)methyl)-[1,1'-biphenyl]-4-yl)-1H-imidazo[4,5-b]pyridin-2-yl)oxy)-2-methylbenzoic acid ClC=1C=C2C(=NC1C1=CC=C(C=C1)C1=CC=C(C=C1)CN1CC(C1)OC(F)(F)F)N=C(N2)OC=2C=CC(=C(C(=O)O)C2)C